N-(2-cyanoethyl)-N,N-di(2-hexyl)-amine C(#N)CCN(C(C)CCCC)C(C)CCCC